5-(1,8-naphthyridin-3-yl)-N-((1-(trifluoromethyl)cyclopropyl)methyl)pyrrolo[2,1-f][1,2,4]triazin-2-amine N1=CC(=CC2=CC=CN=C12)C=1C=CN2N=C(N=CC21)NCC2(CC2)C(F)(F)F